2-amino-N-((5-(3-fluorooxetane-3-yl)pyridin-2-yl)methyl)-N',3-dimethyl-N'-(pyrimidin-2-yl)quinoline-6-carbohydrazide NC1=NC2=CC=C(C=C2C=C1C)C(=O)N(N(C1=NC=CC=N1)C)CC1=NC=C(C=C1)C1(COC1)F